(R)-N-((R)-1-(3-(1,1-difluoro-2-hydroxyethyl)-2-fluorophenyl)ethyl)-2-methylpropane-2-sulfinamide FC(CO)(F)C=1C(=C(C=CC1)[C@@H](C)N[S@](=O)C(C)(C)C)F